C(C)N1CC(=C(C2=CC=C3C(=C12)OC1=C3C=CC=C1)O)C(C(F)(F)F)=O 1-ethyl-4-hydroxy-3-(2,2,2-trifluoroethan-1-one-1-yl)benzofuro[3,2-h]quinoline